[3-acetoxy-2-(m-tolyl)-5-pentyl-phenyl] acetate C(C)(=O)OC1=C(C(=CC(=C1)CCCCC)OC(C)=O)C=1C=C(C=CC1)C